C(C)(C)N1C(C2=CC=C(C=C2C1)C=1OC2=C(C=C(C=C2C(C1)=O)C)C(C)NC1=C(C(=O)O)C=CC=C1)=O ((1-(2-(2-Isopropyl-1-oxoisoindolin-5-yl)-6-methyl-4-oxo-4H-chromen-8-yl)ethyl)amino)benzoic acid